[Na+].N[C@@H](CCC(=O)[O-])C(=O)[O-].[Na+] L-glutamic acid-sodium salt